(2Z)-3,7-dimethyl-2,6-octadien-1-ol 1-acetate C(C)(=O)OC\C=C(/CCC=C(C)C)\C